tert-butyl N-[(3S)-1-(4-[2-methyl-5-[(3S)-3-(2,2,2-trifluoroethyl)pyrrolidine-1-carbonylamino]phenyl]-6-(morpholin-4-yl)pyridin-2-yl)pyrrolidin-3-yl]carbamate CC1=C(C=C(C=C1)NC(=O)N1C[C@@H](CC1)CC(F)(F)F)C1=CC(=NC(=C1)N1CCOCC1)N1C[C@H](CC1)NC(OC(C)(C)C)=O